1-(2,6-dichlorobenzyl)-3-((5-(2,6-dioxopiperidin-3-yl)-6-oxo-5,6-dihydro-4H-thieno[2,3-c]pyrrol-2-yl)methyl)urea ClC1=C(CNC(=O)NCC2=CC3=C(C(N(C3)C3C(NC(CC3)=O)=O)=O)S2)C(=CC=C1)Cl